F[C@H]1CNCCC1N(C)C (3S)-3-fluoro-N,N-dimethylpiperidin-4-amine